(S)-N-((3r,4r)-4-fluoro-1-(6-methylpyridin-3-yl)pyrrolidin-3-yl)-4-(5-(5-fluoro-2-methoxypyridin-4-yl)-1H-pyrazole-3-carbonyl)-4-azaspiro[2.5]octane-7-carboxamide F[C@H]1[C@@H](CN(C1)C=1C=NC(=CC1)C)NC(=O)[C@H]1CCN(C2(CC2)C1)C(=O)C1=NNC(=C1)C1=CC(=NC=C1F)OC